(S)-quinuclidin-3-yl (7-(2-chlorophenyl)chroman-4-yl)carbamate ClC1=C(C=CC=C1)C1=CC=C2C(CCOC2=C1)NC(O[C@@H]1CN2CCC1CC2)=O